C(C)(C)(C)OC(=O)N1CC2CCC(C1)N2C(=O)Cl 8-(chlorocarbonyl)-3,8-diazabicyclo[3.2.1]Octane-3-carboxylic acid tert-butyl ester